OC1(CC(C1)NC(=O)C1=NC=CC(=N1)C1=CN=CN1C)C1=CC=CC=C1 N-((1s,3s)-3-hydroxy-3-phenylcyclobutyl)-4-(1-methyl-1H-imidazol-5-yl)pyrimidine-2-carboxamide